O=C1NC2(CN(C2)C(=O)N2CC3(C2)CC(C3)CC=3C(=CC(=NC3)C(F)(F)F)C#N)CO1 5-[[2-(6-oxo-7-oxa-2,5-diazaspiro[3.4]octane-2-carbonyl)-2-azaspiro[3.3]heptan-6-yl]methyl]-2-(trifluoromethyl)pyridine-4-carbonitrile